6-(4-((2-Cycloheptyl-5-oxo-5,6-dihydropyrimido[4,5-d]pyridazin-4-yl)amino)phenyl)-6-azaspiro[2.5]octan C1(CCCCCC1)C=1N=C(C2=C(C=NNC2=O)N1)NC1=CC=C(C=C1)N1CCC2(CC2)CC1